6-bromo-N-[5-(2,2-difluoroethyl)-4,6-dimethoxy-pyrimidin-2-yl]-1H-indole-3-sulfonic acid amide BrC1=CC=C2C(=CNC2=C1)S(=O)(=O)NC1=NC(=C(C(=N1)OC)CC(F)F)OC